BrC1=C2C(C(N(C=3C2=C(C=C1)OC(C3)=O)C)=O)(C)CC(SC3=CC=CC=C3)(F)F 7-bromo-6-(2,2-difluoro-2-(phenylsulfanyl)ethyl)-4,6-dimethylpyrano[2,3,4-ij]isoquinoline-2,5(4H,6H)-dione